C(C=C)(=O)OCC(C(C(F)(F)F)F)(F)F 2,2,3,4,4,4-hexafluoro-butyl acrylate